BrC(C(=O)OC)CCBr methyl 2,4-dibromobutyrate